O1CCC2=C1C=CC=C2NC2=NC=C(C(=N2)C=2C=C1N(CCN(C1=O)CC1=C(C=CC(=C1)F)CO)C2)C 7-(2-((2,3-dihydrobenzofuran-4-yl)amino)-5-methylpyrimidin-4-yl)-2-(5-fluoro-2-(hydroxymethyl)benzyl)-3,4-dihydropyrrolo[1,2-a]pyrazin-1(2H)-one